(1R,3S,4R)-2-((5-chloropyridin-3-yl)-L-alanyl)-N-((R)-1-cyano-2-((S)-2-oxopiperidin-3-yl)ethyl)-5,5-difluoro-2-azabicyclo[2.2.2]octane-3-carboxamide ClC=1C=C(C=NC1)N[C@@H](C)C(=O)N1[C@H]2CC([C@@H]([C@H]1C(=O)N[C@H](C[C@H]1C(NCCC1)=O)C#N)CC2)(F)F